methyl 2-(bis(2-fluorobenzyl) amino)-3-bromopropionate FC1=C(CN(C(C(=O)OC)CBr)CC2=C(C=CC=C2)F)C=CC=C1